C(C)OC(CC(C)OC1CCC=2C1=NNC(C2C(F)(F)F)=O)=O 3-[[3-Oxo-4-(trifluoromethyl)-2,5,6,7-tetrahydrocyclopenta[c]pyridazin-7-yl]oxy]butanoic acid ethyl ester